CN(C(CC(=O)OCC1=CC=CC=C1)CN1CCN(CC1)C1=CC=CC=C1)CC#C Benzyl 3-(methyl (prop-2-yn-1-yl) amino)-4-(4-phenylpiperazin-1-yl)butanoate